NC1=C(C(C(O1)C=1C=C(C(=O)OC)C=CC1)=O)OS(=O)(=O)CC1=CC=CC=C1 methyl 3-(5-amino-4-((benzylsulfonyl)oxy)-3-oxo-2,3-dihydrofuran-2-yl)benzoate